methyl 3-(3-methyl-5-(5-methyl-4-(2-oxo-2,3-dihydrobenzo[d]oxazol-5-ylamino) pyrimidin-2-ylamino) pyridin-2-yl)-8-azabicyclo[3.2.1]octane-8-carboxylate CC=1C(=NC=C(C1)NC1=NC=C(C(=N1)NC=1C=CC2=C(NC(O2)=O)C1)C)C1CC2CCC(C1)N2C(=O)OC